FC(C=1C=CC(=NC1)OC1(CC1)C(=O)[O-])(F)F 1-((5-(trifluoromethyl)pyridin-2-yl)oxy)cyclopropanoate